ClC=1C=CC(=C(C1)[C@H]1C[C@H](C1)NC(=O)C=1N=NN(C1)[C@H](C)C=1C=NC(=C(C1C)OC)N1C([C@@H]2C[C@@H]2C1)=O)C#N |o1:19| N-((cis)-3-(5-chloro-2-cyanophenyl)cyclobutyl)-1-((R or S)-1-(5-methoxy-4-methyl-6-((1R,5S)-2-oxo-3-azabicyclo[3.1.0]hexan-3-yl)pyridin-3-yl)ethyl)-1H-1,2,3-triazole-4-carboxamide